3-dodecyl-3-methylimidazolium iodide [I-].C(CCCCCCCCCCC)[N+]1(C=NC=C1)C